CC1=CC2=C(CCO[C@]23C[C@@H](N(CC3)C3C(COC3)O)C)S1 4-[(2'S,4R)-2,2'-dimethylspiro[6,7-dihydrothieno[3,2-c]pyran-4,4'-piperidine]-1'-yl]tetra-hydrofuran-3-ol